2-(4-(3-(1-(5-chloropyrimidin-2-yl)piperidin-4-yl)propoxy)-2-fluorophenyl)-1-(1-((2S,3R,4R,5R)-2,3,4,5,6-pentahydroxyhexyl)-1,6-diazaspiro[3.4]octan-6-yl)ethan-1-one ClC=1C=NC(=NC1)N1CCC(CC1)CCCOC1=CC(=C(C=C1)CC(=O)N1CC2(CCN2C[C@@H]([C@H]([C@@H]([C@@H](CO)O)O)O)O)CC1)F